BrC1=NN(C=C1C(=O)OCC)C ethyl 3-bromo-1-methyl-1H-4-pyrazolecarboxylate